tert-butyl (S)-(1-cyano-2-(2-fluoro-4-(1-methyl-6-oxo-1,6-dihydropyridin-3-yl)phenyl)ethyl)carbamate C(#N)[C@H](CC1=C(C=C(C=C1)C1=CN(C(C=C1)=O)C)F)NC(OC(C)(C)C)=O